ClCC1=C2C=CN(C2=C(C=C1S(=O)(=O)C)C)S(=O)(=O)C1=CC=C(C)C=C1 4-(chloromethyl)-7-methyl-5-(methyl-sulfonyl)-1-tosyl-1H-indole